C(C)(C)(C)OC(=O)N1C2CNCC1(C2)C2=NC=C(C(=C2)C(N)=O)N (5-amino-4-carbamoyl-pyridin-2-yl)-3,6-diazabicyclo[3.1.1]heptane-6-carboxylic acid tert-butyl ester